ClC1=C(CN(C(C2=CC=CC=C2)=O)C=2C=C(C=C(C2)F)/C=C/C(=O)OC)C=CC(=C1)C=1C=C2C=NN(C2=CC1)C methyl (E)-3-(3-(N-(2-chloro-4-(1-methyl-1H-indazol-5-yl)benzyl)benzamido)-5-fluorophenyl)acrylate